C1(=CC=CC=2C3=CC=CC=C3CC12)COC(=O)N[C@H](CCCNC(N)=N)C(=O)O fluorenylmethoxycarbonyl-D-arginine